N1(CCC1)C(=O)N1[C@H]([C@H](CC1)NC(=O)[C@H]1OCCC1)CC=1C=C(C=CC1)C1=CC(=CC=C1)F (2S)-N-{(2S,3S)-1-(azetidine-1-carbonyl)-2-[(3'-fluoro[1,1'-biphenyl]-3-yl)methyl]pyrrolidin-3-yl}oxolane-2-carboxamide